vanillyl-mandelic acid-d3 C(C1=CC(OC)=C(O)C=C1)C1=C(C(=C(C(C(=O)O)(O)[2H])C=C1)[2H])[2H]